6-((1-(cyclopropylsulfonyl)cyclopropyl)methyl)-1-((1-(hydroxymethyl)cyclopropyl)methyl)-7-oxo-4,5,6,7-tetrahydro-1H-pyrazolo[3,4-c]pyridine-3-carboxamide C1(CC1)S(=O)(=O)C1(CC1)CN1C(C2=C(CC1)C(=NN2CC2(CC2)CO)C(=O)N)=O